1-(1-{2-[5-(propan-2-yloxy)-1H-indazol-3-yl]pyrimidin-4-yl}-1H-imidazol-4-yl)Ethan-1-ol sodium distearate C(CCCCCCCCCCCCCCCCC)(=O)[O-].C(CCCCCCCCCCCCCCCCC)(=O)[O-].[Na+].CC(C)OC=1C=C2C(=NNC2=CC1)C1=NC=CC(=N1)N1C=NC(=C1)C(C)O.[Na+]